BrC1=C(C(=O)[C@H]2C(C3=CC=C(C=C3CC2)F)=O)C=C(C=C1Br)C |r| (±)-2-(2,3-Dibromo-5-methylbenzoyl)-6-fluoro-3,4-dihydronaphthalen-1(2H)-one